ClC1=C(C=NC2=CC=C(C=C12)Cl)S(=O)(=O)NC1=CC=C(C=C1)S(N)(=O)=O 4,6-dichloro-N-(4-sulfamoylphenyl)quinoline-3-sulfonamide